CC1=NC=C(C=N1)NC(OC[C@@H]1OC2=C(C1)C1=C(N=C(S1)C=1C=C(C=C3C=C(C=NC13)OC)Cl)C=C2F)=O (R)-(2-(6-chloro-3-methoxyquinolin-8-yl)-5-fluoro-7,8-dihydrobenzofuro[5,4-d]thiazol-7-yl)methyl (2-methylpyrimidin-5-yl)carbamate